1-t-butyl 2,4-dimethyl (2S,4R)-4-bromopyrrolidine-1,2,4-tricarboxylate Br[C@@]1(C[C@H](N(C1)C(=O)OC(C)(C)C)C(=O)OC)C(=O)OC